N1=CC=C(C=C1)C=1C2=CC=C(N2)C(=C2C=CC(C(=C3C=CC(=C(C=4C=CC1N4)C4=CC=NC=C4)N3)C3=CC=NC=C3)=N2)C2=CC=NC=C2.[Zn] Zinc 5,10,15,20-Tetra(4-pyridyl)-21H,23H-porphine